6-chloro-7-methoxy-1-methyl-4-[4-(5-methyl-1,3-benzooxazol-2-yl)piperidin-1-yl]-2-oxo-1,2-dihydroquinoline-3-carbonitrile ClC=1C=C2C(=C(C(N(C2=CC1OC)C)=O)C#N)N1CCC(CC1)C=1OC2=C(N1)C=C(C=C2)C